C1(=CC=CC=C1)N(S(=O)(=O)C#CC1=CC=CC=C1)C1=CC=CC=C1 N,N,2-triphenylacetylene-1-sulfonamide